6-(2,4-difluorophenyl)-5-(4-(4-methylpiperazin-1-yl)phenyl)isoindolin-1-one FC1=C(C=CC(=C1)F)C1=C(C=C2CNC(C2=C1)=O)C1=CC=C(C=C1)N1CCN(CC1)C